4,4'-(pyrimidine-4,6-diyl)dibenzoic acid N1=CN=C(C=C1C1=CC=C(C(=O)O)C=C1)C1=CC=C(C(=O)O)C=C1